(2S,5S)-1-benzyl-2-(3,4-difluorophenyl)-5-methyl-piperidin-4-one C(C1=CC=CC=C1)N1[C@@H](CC([C@H](C1)C)=O)C1=CC(=C(C=C1)F)F